N-((3R,5R)-1-cyano-5-(methoxymethyl)pyrrolidin-3-yl)oxazole-2-carboxamide C(#N)N1C[C@@H](C[C@@H]1COC)NC(=O)C=1OC=CN1